2-(1-(4-(2,6-bis(benzyloxy)pyridin-3-yl)-5-fluorobenzofuran-7-yl)azetidine-3-yl)-N-(2-fluoro-5-(trifluoromethoxy)phenyl)acetamide C(C1=CC=CC=C1)OC1=NC(=CC=C1C1=C(C=C(C2=C1C=CO2)N2CC(C2)CC(=O)NC2=C(C=CC(=C2)OC(F)(F)F)F)F)OCC2=CC=CC=C2